FC(C)(F)C=1C=CC=2N(C1)C(=C(N2)C(=O)OCC)S(=O)(=O)CC ethyl 6-(1,1-difluoroethyl)-3-ethylsulfonyl-imidazo[1,2-a]pyridine-2-carboxylate